diiodomethyl-p-tolylsulfone IC(I)S(=O)(=O)C1=CC=C(C=C1)C